1-allyl-3,5-dibromopyrazin-2(1H)-one C(C=C)N1C(C(=NC(=C1)Br)Br)=O